C(=O)(O)C1CC2=CC(=CC=C2CC1)OC=1C=C(C=CC1)C1=CC=C(C=C1)C 2-carboxy-7-((4'-methyl-[1,1'-biphenyl]-3-yl)oxy)-1,2,3,4-tetrahydronaphthalene